C12C(CC(CC1)C2N)N bicyclo[2.2.1]heptane-2,7-diamine